6-(((S)-2-hydroxy-2-methylbut-3-yn-1-yl)oxy)-4-(6-(6-((6-methoxypyridin-3-yl)methyl)-3,6-diazabicyclo[3.1.1]heptan-3-yl)pyridin-3-yl)pyrazolo[1,5-a]pyridine-3-carbonitrile O[C@](COC=1C=C(C=2N(C1)N=CC2C#N)C=2C=NC(=CC2)N2CC1N(C(C2)C1)CC=1C=NC(=CC1)OC)(C#C)C